N-(4-(4-amino-7-methyl-5-(4-(pyrrolidine-1-carbonyl)phenyl)-7H-pyrrolo[2,3-d]pyrimidin-6-yl)phenyl)-2-(cyclopent-1-en-1-yl)acetamide NC=1C2=C(N=CN1)N(C(=C2C2=CC=C(C=C2)C(=O)N2CCCC2)C2=CC=C(C=C2)NC(CC2=CCCC2)=O)C